4-(4'-((5-chloro-3-fluoropyridin-2-yl)oxy)-3'-fluoro-[1,1'-biphenyl]-3-yl)-3-oxobutanoic acid ethyl ester C(C)OC(CC(CC=1C=C(C=CC1)C1=CC(=C(C=C1)OC1=NC=C(C=C1F)Cl)F)=O)=O